4-(2-(4-(2-acetyl-5-chlorophenyl)-5-methoxy-2-oxopyridin-1(2H)-yl)-3-cyclopropylpropionylamino)benzoic acid C(C)(=O)C1=C(C=C(C=C1)Cl)C1=CC(N(C=C1OC)C(C(=O)NC1=CC=C(C(=O)O)C=C1)CC1CC1)=O